BrC=1C=CC(=C2C(=CC(=NC12)C(F)(F)F)O)OC 8-bromo-5-methoxy-2-(trifluoromethyl)quinolin-4-ol